NC1=CC(=C(C=C1OC)N1CCC(CC1)CN1CCN(CC1)C1=CC=C(C=C1)N1C(NC(CC1)=O)=O)C=1C=NN(C1)C 1-(4-(4-((1-(4-amino-5-methoxy-2-(1-methyl-1H-pyrazol-4-yl)phenyl)piperidine-4-yl)methyl)piperazin-1-yl)phenyl)dihydropyrimidine-2,4(1H,3H)-dione